C(C)C=1C(=NN(C1C=1C=C(C=2N(C1)N=CN2)C)COCC[Si](C)(C)C)C(=O)NC2CCN(CC2)C(=O)OC(C)(C)C tert-butyl 4-(4-ethyl-5-(8-methyl-[1,2,4]triazolo[1,5-a]pyridin-6-yl)-1-((2-(trimethylsilyl)ethoxy) methyl)-1H-pyrazole-3-carboxamido)piperidine-1-carboxylate